[N+](=O)([O-])C=1C=C(C=CC1)C(O)C1=NC=CC=C1 (3-nitrophenyl)(pyridin-2-yl)methanol